6-[4-(difluoromethyl)phenyl]-5-[4-[(3S)-1-(3-fluoropropyl)pyrrolidin-3-yl]oxyphenyl]-8,9-dihydro-7H-benzo[7]annulen-2-ol FC(C1=CC=C(C=C1)C1=C(C2=C(CCC1)C=C(C=C2)O)C2=CC=C(C=C2)O[C@@H]2CN(CC2)CCCF)F